C(#N)C1=CC=C(C=C1C1=CC=C(C=C1)CN(C(CCCC)=O)C1(CCCCC1)C(=O)OC)C1=CC=CC=C1 methyl 1-(N-((6'-cyano-[1,1':3',1''-terphenyl]-4-yl)methyl)pentan-amido)cyclohexanecarboxylate